5-(4-((1-(2-(4-(1,2-bis(4-hydroxyphenyl)but-1-en-1-yl)phenoxy)ethyl)piperidin-4-yl)methyl)piperazin-1-yl-2,2,3,3,5,5,6,6-d8)-2-(2,6-dioxopiperidin-3-yl)-6-fluoroisoindoline-1,3-dione OC1=CC=C(C=C1)C(=C(CC)C1=CC=C(C=C1)O)C1=CC=C(OCCN2CCC(CC2)CN2C(C(N(C(C2([2H])[2H])([2H])[2H])C=2C=C3C(N(C(C3=CC2F)=O)C2C(NC(CC2)=O)=O)=O)([2H])[2H])([2H])[2H])C=C1